C(C)(C)(C)OC(CN1CC(C(CC1)C1=CC=C2C(=NN(C2=C1)C)N1C(NC(CC1)=O)=O)F)=O.ClC=1C=C(C=CC1)C(=C)O[Si](C)(C)C ((1-(3-chlorophenyl)ethenyl)oxy)trimethylsilane tert-butyl-2-[4-[3-(2,4-dioxohexahydropyrimidin-1-yl)-1-methyl-indazol-6-yl]-3-fluoro-1-piperidyl]acetate